ethyl 5-methyl-2-phenyl-1,2,3-triazole-4-carboxylate CC=1C(=NN(N1)C1=CC=CC=C1)C(=O)OCC